N-(4-(1-amino-6-cyclopentyl-4-oxo-3,4-dihydroimidazo[1,5-d][1,2,4]triazin-8-yl)benzyl)-5-fluoro-2-methoxybenzamide NC=1C=2N(C(NN1)=O)C(=NC2C2=CC=C(CNC(C1=C(C=CC(=C1)F)OC)=O)C=C2)C2CCCC2